2-amino-N-(4-cyanophenyl)-N-methylacetamide hydrochloride Cl.NCC(=O)N(C)C1=CC=C(C=C1)C#N